C1(=CC(=CC(=C1)CC#N)CC#N)CC#N 1,3,5-benzenetri-acetonitrile